FC=1C=C(C=C(C1OC1=C2C(=NC=C1)N(C=C2C2(COC2)OC)COCC[Si](C)(C)C)F)NC(OC(C)(C)C)=O tert-butyl (3,5-difluoro-4-{[3-(3-methoxyoxetan-3-yl)-1-{[2-(trimethylsilyl)ethoxy]methyl}-1H-pyrrolo[2,3-b]pyridin-4-yl]oxy}phenyl)carbamate